CN(C)CC1=C2C(=CNC2=CC=C1O)CCNC(C)=O N-(2-(4-((dimethylamino)methyl)-5-hydroxy-1H-indol-3-yl)ethyl)acetamide